N1=CC(=CC=C1)N1CCC(CC1)CN1CCN(CC1)C(=O)OC(C)(C)C tert-butyl 4-{[1-(pyridin-3-yl)piperidin-4-yl]methyl}piperazine-1-carboxylate